epoxypropyl-triethylene glycol (6-bromopyridin-2-yl)-2-oxoethyl-(2-chlorothiophen-3-yl)acetate BrC1=CC=CC(=N1)C(C(=O)O)(C1=C(SC=C1)Cl)CC=O.C(CC)C1(C(OCCOCCO)O1)O